N1(CCC1)C1=CC2=C(C=C(O2)C(=O)NS(=O)(=O)C2=C(C=CC(=C2)Cl)NC(C)C)C(=C1)F 6-(Azetidin-1-yl)-N-{5-chloro-2-[(propan-2-yl)amino]benzene-1-sulfonyl}-4-fluoro-1-benzofuran-2-carboxamide